CC1(OC[C@@H]2[C@H](O1)[C@@H]([C@H]([C@]1(O2)OCC(C1)C)OCC(=O)[O-])N1N=NC(=C1)C1=CC(=C(C(=C1)F)F)F)C 2-(((2S,4a'R,7'R,8'S,8a'R)-2',2',4-trimethyl-8'-(4-(3,4,5-trifluorophenyl)-1H-1,2,3-triazol-1-yl)hexahydro-3H,4'H-spiro[furan-2,6'-pyrano[3,2-d][1,3]dioxin]-7'-yl)oxy)acetate